C(C)(C)C1=C2C=C(C(=CC2=CC=C1O)C1=CC2=CC=CC(=C2C=C1C)C(C)C)C 5,5'-diisopropyl-3,3'-dimethyl-[2,2'-binaphthyl]-6-ol